7-((5-methoxy-7-methyl-1H-indol-4-yl)methyl)-6-(4-(4-methyl-3-oxopiperazine-1-carbonyl)phenyl)-7-azaspiro[3.5]nonane-2-carbonitrile COC=1C(=C2C=CNC2=C(C1)C)CN1C(CC2(CC(C2)C#N)CC1)C1=CC=C(C=C1)C(=O)N1CC(N(CC1)C)=O